(3R,4R)-1-(Ethylsulfonyl)-4-((S)-5H-imidazo[5,1-a]isoindol-5-yl)pyrrolidin-3-ol C(C)S(=O)(=O)N1C[C@@H]([C@H](C1)[C@@H]1N2C(C3=CC=CC=C13)=CN=C2)O